C(C)(C)(C)N1N=NC(=C1)C(=O)Cl 1-tert-butyltriazole-4-carbonyl chloride